C1(CC1)C(=O)NC=1C(=C(N=NC1)C(=O)NC([2H])([2H])[2H])NC1=C(C(=CC=C1)C1=NC=C(N=C1)N1CCOCC1)OC (Cyclopropanecarboxamido)-4-((2-methoxy-3-(5-morpholinopyrazin-2-yl)phenyl)amino)-N-(methyl-d3)pyridazine-3-carboxamide